tris(3,5-dimethylphenyl)ammonium tetrakis{4-methylphenyl}borate CC1=CC=C(C=C1)[B-](C1=CC=C(C=C1)C)(C1=CC=C(C=C1)C)C1=CC=C(C=C1)C.CC=1C=C(C=C(C1)C)[NH+](C1=CC(=CC(=C1)C)C)C1=CC(=CC(=C1)C)C